ClC1=CC=C2CCN([C@H](C2=C1)C1=C(SC(=C1)C(O)C=1C(=NC=NC1)Cl)C)P(C1=CC=CC=C1)(C1=CC=CC=C1)=O ((1R)-7-Chloro-1-(5-((4-chloropyrimidin-5-yl)(hydroxy)methyl)-2-methylthiophen-3-yl)-3,4-dihydroisoquinolin-2(1H)-yl)diphenylphosphine oxide